OC1(CCN(CC1)C(=O)[C@H]1[C@@H](CN(CC1)CC1=NC=CN=C1C)C1=CC=CC=C1)CN1C=NC2=C(C1=O)C=CN2C2=CC=CC=C2 3-[[4-hydroxy-1-[(3R,4R)-1-[(3-methylpyrazin-2-yl)methyl]-3-phenyl-piperidine-4-carbonyl]-4-piperidinyl]methyl]-7-phenyl-pyrrolo[2,3-d]pyrimidin-4-one